BrC=1C=NN(C1)C1=CC=C(C(=O)O)C=C1 4-(4-bromopyrazol-1-yl)benzoic acid